tert-butyl 3-(2-((1-(((tert-butyldiphenylsilyl) oxy) methyl) cyclobutyl) methoxy)-7-chloro-8-fluoropyrido[4,3-d]pyrimidin-4-yl)-3,8-diazabicyclo[3.2.1]octane-8-carboxylate [Si](C1=CC=CC=C1)(C1=CC=CC=C1)(C(C)(C)C)OCC1(CCC1)COC=1N=C(C2=C(N1)C(=C(N=C2)Cl)F)N2CC1CCC(C2)N1C(=O)OC(C)(C)C